S-formylglutathione C(=O)SC[C@H](NC(CC[C@H](N)C(=O)O)=O)C(=O)NCC(=O)O